NS(=NS(=O)(=O)C1=CC=C(C=C1)[N+](=O)[O-])(=NC(C)(CC(C)(C)C)C)C1=CC=C(C=C1)F N-(Amino(4-fluorophenyl)((2,4,4-trimethylpentan-2-yl)imino)-λ6-sulfaneylidene)-4-nitrobenzenesulfonamide